(3-bromo-5-(tert-butyl)phenoxy)-9-(pyridin-2-yl)-9H-carbazole BrC=1C=C(OC2=CC=CC=3C4=CC=CC=C4N(C23)C2=NC=CC=C2)C=C(C1)C(C)(C)C